chroman-6-yloxyacetic acid O1CCCC2=CC(=CC=C12)OCC(=O)O